C(CCCCCCC)[NH+](CCCCCCCC)CCCCCCCC tri-n-octylammonium